Tert-butyl (3R,4R)-3-fluoro-4-[1-[1-[(4-methoxyphenyl)methyl]-2,6-dioxo-3-piperidyl]-3-methyl-2-oxo-benzimidazol-4-yl]piperidine-1-carboxylate F[C@H]1CN(CC[C@@H]1C1=CC=CC=2N(C(N(C21)C)=O)C2C(N(C(CC2)=O)CC2=CC=C(C=C2)OC)=O)C(=O)OC(C)(C)C